C(C)NC1=NC(=CC(=C1)C1=C(C=NN1C)C1=NN=CN1C)C=1OC2=C(N1)C=CC=C2C(F)(F)F N-Ethyl-4-(1-methyl-4-(4-methyl-4H-1,2,4-triazol-3-yl)-1H-pyrazol-5-yl)-6-(7-(trifluoromethyl)benzo[d]oxazol-2-yl)pyridin-2-amine